2-[(1r,4r)-4-[[1-(2-fluoroethyl)-4-[[4-(trifluoromethyl)-phenyl]methyl]pyrrolo[2,3-b]pyridine-3-carbonyl]amino]cyclohexyl]acetic acid FCCN1C=C(C=2C1=NC=CC2CC2=CC=C(C=C2)C(F)(F)F)C(=O)NC2CCC(CC2)CC(=O)O